FC1(CN([C@@H]([C@@H](O1)C)CNC1=NC=C(C=N1)C(F)(F)F)C(=O)OC(C)(C)C)F tert-Butyl (5R,6S)-2,2-difluoro-6-methyl-5-(((5-(trifluoromethyl)pyrimidin-2-yl)amino)methyl)morpholine-4-carboxylate